3,4-dioxepin C=1COOC=CC1